ClC(C(C(=O)O)(F)F)(C(Cl)(F)F)F 3,4-dichloro-pentafluorobutyric acid